[Co].[Si].[Fe] Iron-silicon-cobalt